N-((3R,5S)-5-((1H-pyrazol-1-yl)methyl)-1-cyanopyrrolidin-3-yl)-5-(3-(trifluoromethyl)phenyl)oxazole-2-carboxamide N1(N=CC=C1)C[C@@H]1C[C@H](CN1C#N)NC(=O)C=1OC(=CN1)C1=CC(=CC=C1)C(F)(F)F